C(=O)(OCC1C2=CC=CC=C2C2=CC=CC=C12)N[C@H](CCC(N)=O)C(=O)O Fmoc-D-glutamine